(5'S,7a'R)-5'-(pyrazin-2-yl)-3-[(thieno[2,3-b]pyridin-3-yl)methoxy]tetrahydro-3'H-spiro[cyclobutane-1,2'-pyrrolo[2,1-b][1,3]oxazol]-3'-one N1=C(C=NC=C1)[C@@H]1CC[C@H]2OC3(C(N21)=O)CC(C3)OCC3=CSC2=NC=CC=C23